C[Se]CC(C(=O)O)NC(=O)CCC(C(=O)O)N Glutamyl-Se-methylselenocysteine